C(CCCCCCCCCCCCCCC)(=O)OCC(COC(CCCCCCCCCCCCCCC)=O)(COC(CCCCCCCCCCCCCCC)=O)CN(CCN1CCCC1)C 2-((Methyl(2-(pyrrolidin-1-yl)ethyl)amino)methyl)-2-((palmitoyloxy)methyl)-propane-1,3-diyl dipalmitate